C(C=C)(=O)OCCCCCC(C)(C)C neononyl acrylate